(R)-1-(2-chloro-5-(2-(2,5-difluorophenyl)pyrrolidin-1-yl)pyrazolo[1,5-a]pyrimidin-3-yl)-3-cyclopropylurea ClC1=NN2C(N=C(C=C2)N2[C@H](CCC2)C2=C(C=CC(=C2)F)F)=C1NC(=O)NC1CC1